C1=CC=CC=2C3=CC=CC=C3C(C12)COC(=O)N[C@H](C(=O)O)CC1=C(C=CC(=C1)Cl)C=1C=NC=NC1 (S)-2-((((9H-fluoren-9-yl)methoxy)carbonyl)amino)-3-(5-chloro-2-(pyrimidin-5-yl)phenyl)propanoic acid